CN(C1CCN(CC1)C1=C(C=C(C#N)C=C1)SC1=NC(=CC(=N1)C)C)C 4-(4-(dimethylamino)piperidin-1-yl)-3-((4,6-dimethylpyrimidin-2-yl)thio)benzonitrile